ClC1=CC(=C(C(=O)N2C[C@H](N(CC2)C=2C=CC(=NC2C(=O)NCC=2NCCN2)C=2C(=NC=CC2)OCC)CC)C=C1)C(F)(F)F 5-[(2R)-4-[4-chloro-2-(trifluoromethyl)benzoyl]-2-ethylpiperazin-1-yl]-N-[(4,5-dihydro-1H-imidazol-2-yl)methyl]-2'-ethoxy-[2,3'-bipyridine]-6-carboxamide